CC1(C(C2=CC(=CC=C2C1)C1=CC=C(C=C1)C)NC(O[C@@H]1CN2CCC1CC2)=O)C (S)-quinuclidin-3-yl (2,2-dimethyl-6-(p-tolyl)-2,3-dihydro-1H-inden-1-yl)carbamate